[3-[3-(4-Chloro-2-methylsulfonyl-phenyl)-1-bicyclo[1.1.1]pentanyl]azetidin-1-yl]-[(3S)-3-(1H-1,2,4-triazol-5-yl)pyrrolidin-1-yl]methanone ClC1=CC(=C(C=C1)C12CC(C1)(C2)C2CN(C2)C(=O)N2C[C@H](CC2)C2=NC=NN2)S(=O)(=O)C